NC=1C(NC(N(N1)C1=CC(=C(C(=C1)Cl)OC=1C=C2C(=CC(=NC2=CC1)C1CC1)C)Cl)=O)=O 6-amino-2-(3,5-dichloro-4-((2-cyclopropyl-4-methylquinoline-6-yl)oxy)phenyl)-1,2,4-triazine-3,5(2H,4H)-dione